C(C1=CC=CC=C1)OC(=O)NCCO N-(benzyloxycarbonyl)ethanolamine